COC1=C(C(=O)OC)C=C(C=C1)C1=NC2=C(C(=CC=C2C(=C1)Cl)Cl)Cl Methyl 2-methoxy-5-(4,7,8-trichloroquinolin-2-yl)benzoate